N[C@@H](CNC1=NC(=C2C(=N1)N(N=C2)C)NC2(CC2)C(C)(C)C)C2=CC=CC=C2 N6-[(2R)-2-amino-2-phenyl-ethyl]-N4-(1-tert-butylcyclopropyl)-1-methyl-pyrazolo[3,4-d]pyrimidine-4,6-diamine